ClC1=CC(=C(C=C1)C1OC2=C(OC1)C=CC=C2)F 3-(4-chloro-2-fluorophenyl)-2,3-dihydrobenzo[b][1,4]dioxin